(2S,2'S,4R,4'R)-4,4'-(hexane-1,6-diylbis(oxy))bis(N-(5-(3-(thiazol-2-yl)azetidine-1-carbonyl)thiophen-2-yl)pyrrolidine-2-carboxamide) C(CCCCCO[C@@H]1C[C@H](NC1)C(=O)NC=1SC(=CC1)C(=O)N1CC(C1)C=1SC=CN1)O[C@@H]1C[C@H](NC1)C(=O)NC=1SC(=CC1)C(=O)N1CC(C1)C=1SC=CN1